3-(2-(azepan-1-yl)-2-oxoethyl)-1-methyl-1H-pyrido[2,3-b][1,4]thiazin-2(3H)-one N1(CCCCCC1)C(CC1C(N(C2=C(S1)N=CC=C2)C)=O)=O